3-Fluoro-6-(4-fluoro-3-methyl-phenyl)-1-(3-pyridylmethyl)pyrazolo[4,3-b]pyridine FC1=NN(C=2C1=NC=C(C2)C2=CC(=C(C=C2)F)C)CC=2C=NC=CC2